C(C)(C)OC([C@H](COC)NP(=O)(OC1=CC=CC=C1)CC1=CC2=C(SC(=C2)C(=O)O)C=C1)=O 5-(((((S)-1-isopropoxy-3-methoxy-1-oxopropan-2-yl)amino)(phenoxy)phosphoryl)methyl)benzo[b]thiophene-2-carboxylic acid